FC=1C(=NC(=CC1)F)COC1=C(C=C(C#N)C=C1)F 4-((3,6-difluoropyridin-2-yl)methoxy)-3-fluorobenzonitrile